molybdenum-gold [Au].[Mo]